cinnamyl[5-(Dimethylamino)-2-mesitylimidazo[1,5-a]pyridin-3-ylidene]chloropalladium(I) C(C=CC1=CC=CC=C1)[Pd-3](Cl)=C1N(C=C2N1C(=CC=C2)N(C)C)C2=C(C=C(C=C2C)C)C